FC(C(=O)O)(F)F.C1(CC1)C1=NN(C=N1)C1CC2(CNC2)C1 6-(3-cyclopropyl-1H-1,2,4-triazol-1-yl)-2-azaspiro[3.3]heptane 2,2,2-trifluoroacetate